4-(4-Carboxy-2,5-dihydroxyphenylaminocarbonyl)-2,5-dihydroxybenzoic acid C(=O)(O)C1=CC(=C(C=C1O)NC(=O)C1=CC(=C(C(=O)O)C=C1O)O)O